(4-(tert-butyl)phenyl)-N-(2-(diethylamino)ethyl)-5-(2-nitrophenyl)oxazole-4-carboxamide C(C)(C)(C)C1=CC=C(C=C1)C=1OC(=C(N1)C(=O)NCCN(CC)CC)C1=C(C=CC=C1)[N+](=O)[O-]